6-fluoro-N-((3S,4S)-3-fluoro-1-(oxetan-3-yl)piperidin-4-yl)-5-(1-(2-fluoroethyl)-1H-benzo[d][1,2,3]triazol-6-yl)-4-(methoxy-d3)pyrrolo[2,1-f][1,2,4]triazin-2-amine FC=1C(=C2C(=NC(=NN2C1)N[C@@H]1[C@H](CN(CC1)C1COC1)F)OC([2H])([2H])[2H])C=1C=CC2=C(N(N=N2)CCF)C1